(S)-N-(4-(2-fluorophenoxy)-2-(3-((methylamino)methyl)piperidin-1-yl)-3-(trifluoromethyl)phenyl)-2-phenylthiazole-4-carboxamide FC1=C(OC2=C(C(=C(C=C2)NC(=O)C=2N=C(SC2)C2=CC=CC=C2)N2C[C@@H](CCC2)CNC)C(F)(F)F)C=CC=C1